[(2R,3S,4R,5R)-5-[2-cyano-4-[[(1R)-1-(5-fluoro-2-pyridyl)ethyl]-amino]pyrrolo[2,3-d]-pyrimidin-7-yl]-3,4-dihydroxy-tetrahydro-furan-2-yl]methoxy-methylphosphonic acid C(#N)C=1N=C(C2=C(N1)N(C=C2)[C@H]2[C@@H]([C@@H]([C@H](O2)COCP(O)(O)=O)O)O)N[C@H](C)C2=NC=C(C=C2)F